BrC1=C(C2=CC=C(C=C2C(=C1)Br)F)N 2,4-Dibromo-6-fluoronaphthalen-1-amine